ClC=1C=C(C=CC1N1C(N(C=C1)C)=O)C1=C(C(=CC(=C1)F)C1=CC(=NC=C1)N1C[C@@H]2N(CC1)C(OC2)=O)O (S)-7-(4-(3'-chloro-5-fluoro-2-hydroxy-4'-(3-methyl-2-oxo-2,3-dihydro-1H-imidazol-1-yl)-[1,1'-biphenyl]-3-yl)pyridin-2-yl)tetrahydro-1H-oxazolo[3,4-a]pyrazin-3(5H)-one